C1(CC1)COC1=C(C=CC(=N1)C(=O)N[C@H](C(=O)OC)CC(C)C)N1CC(C1)OC (S)-Methyl 2-(6-(cyclopropylmethoxy)-5-(3-methoxyazetidin-1-yl) picolinamido)-4-methylpentanoate